ClC1=CC(=C2C=NNC2=C1)C1CCN(CC1)S(=O)(=O)C 6-chloro-4-(1-(methylsulfonyl)piperidin-4-yl)-1H-indazole